NC=1C(=NC=2C=C3C(=CC2C1)OC(=N3)N3CCOCC3)C(C)(C)O 2-(7-Amino-2-morpholinooxazolo[5,4-g]quinolin-6-yl)propan-2-ol